tert-Butyl N-(4-bromo-3,5-difluorophenyl)carbamate BrC1=C(C=C(C=C1F)NC(OC(C)(C)C)=O)F